C1(CC1)C1=NC(=CC2=C1CN(C2=O)C2=CC(=CC=C2)C2(COC2)CC2=NN=CN2C)C=C 4-cyclopropyl-6-ethenyl-2-(3-{3-[(4-methyl-1,2,4-triazol-3-yl)methyl]oxetan-3-yl}phenyl)-3H-pyrrolo[3,4-c]pyridin-1-one